[K+].C(CCCCCCCCCCCCCCC(C)C)OP([O-])([O-])=O.[K+] isostearyl-phosphoric acid potassium salt